N1C(=O)NC=2NC(=O)NC2C1=O.[Na] sodium uric Acid